C(C)C=1NC=2N(C(C1)=O)C1=C(N2)C=CC=C1 2-ethylbenzo[4,5]imidazo[1,2-a]pyrimidin-4(1H)-one